FC1=C(C(=CC(=C1)S(=O)(=O)N1CCC(CC1)F)F)C1=NC2=CC(=CC=C2C(=C1)C)C(=O)OC methyl 2-[2,6-difluoro-4-(4-fluoropiperidine-1-sulfonyl)phenyl]-4-methylquinoline-7-carboxylate